C(C1=CC=CC=C1)OC(=O)N1CCCC1C 5-methylpyrrolidine-1-carboxylic acid benzyl ester